BrC1=C(C(=O)O)C=CC(=C1)N1CCN(CC1)C(=O)OC(C)(C)C 2-bromo-4-[4-(tert-butoxycarbonyl)piperazin-1-yl]benzoic acid